N-(2-methyl-3,5-bis(trifluoromethyl)phenyl)-2,4,6-triisopropyl-benzene-sulfonamide CC1=C(C=C(C=C1C(F)(F)F)C(F)(F)F)NS(=O)(=O)C1=C(C=C(C=C1C(C)C)C(C)C)C(C)C